BrC1=CC2=C(C(N(C2)CC2=CC=C(C=C2)OC)=O)S1 2-Bromo-5-(4-methoxybenzyl)-4,5-dihydro-6H-thieno[2,3-c]pyrrol-6-one